5-(chloromethyl)-3-(rac-(1R,5R,6S)-3-(4-chloropyridin-2-yl)bicyclo[3.1.0]hex-2-en-6-yl)-1,2,4-oxadiazole ClCC1=NC(=NO1)[C@H]1[C@@H]2CC(=C[C@H]12)C1=NC=CC(=C1)Cl |r|